C(C)N(CCC[Si](C=1C=C(C=C)C=CC1)(OCC)OCC)CC 3-[(3-diethylaminopropyl)diethoxysilyl]styrene